BrC1=CC(=CC=2N1N=CC2F)C=C 7-Bromo-5-vinyl-3-fluoropyrazolo[1,5-a]pyridine